phenyl methylphenyl carbonate C(OC1=CC=CC=C1)(OC1=C(C=CC=C1)C)=O